C(C1=CC=CC=C1)SC1=CC=C(C=C1)NC([C@H](CC1=CC=CC=C1)NC(C1=CC=C(C=C1)F)=O)=O (S)-N-(1-(4-(benzylsulfanyl)phenylamino)-1-oxo-3-phenylprop-2-yl)-4-fluorobenzamide